[6-(3-cyclopropyl-1,2,4-triazol-1-yl)-2-azaspiro[3.3]heptan-2-yl]-[6-[[5-(trifluoromethyl)-2-pyridyl]methyl]-2,6-diazaspiro[3.3]heptan-2-yl]methanone C1(CC1)C1=NN(C=N1)C1CC2(CN(C2)C(=O)N2CC3(C2)CN(C3)CC3=NC=C(C=C3)C(F)(F)F)C1